8-(6-methyl-7-oxo-6,7-dihydro-1H-pyrrolo[2,3-c]pyridin-4-yl)-2-phenyl-2H-1,4-benzoxazin-3(4H)-one CN1C(C2=C(C(=C1)C1=CC=CC=3NC(C(OC31)C3=CC=CC=C3)=O)C=CN2)=O